ClC1=C(C(=C(C=C1)B(O)O)F)F 4-chloro-2,3-difluorophenylboronic acid